tert-butyl N-[2-chloro-6-nitro-4-(3-pyridyloxy)phenyl]-N-methyl-carbamate ClC1=C(C(=CC(=C1)OC=1C=NC=CC1)[N+](=O)[O-])N(C(OC(C)(C)C)=O)C